FC=1C=C(CN([C@@H]2CC[C@H](CC2)C(=O)OC)C)C=CC1[N+](=O)[O-] Methyl trans-4-((3-fluoro-4-nitrobenzyl)(methyl)amino)cyclohexane-1-carboxylate